NC1=C(C=C2C(=N1)C(C=1C(=CC=CC1O2)Cl)=O)C=2C=CC(=NC2)NC2CCN(CC2)CC2CCN(CC2)C=2C=C1C(N(C(C1=CC2)=O)C2C(NC(CC2)=O)=O)=O 5-(4-((4-((5-(2-amino-9-chloro-10-oxo-10H-chromeno[3,2-b]pyridin-3-yl)pyridin-2-yl)amino)piperidin-1-yl)methyl)piperidin-1-yl)-2-(2,6-dioxopiperidin-3-yl)isoindoline-1,3-dione